C(C)(C)OC=1C(=CC2=CN(N=C2C1)C1CCN(CC1)C(=O)OC(C)(C)C)C(NC=1C=NN2C1N=CC=C2)=O tert-butyl 4-(6-isopropoxy-5-(pyrazolo[1,5-a]pyrimidin-3-ylcarbamoyl)-2H-indazol-2-yl)piperidine-1-carboxylate